C(C)OC(C1=NN=C2N1C=C(N=C2)C=2C=NC(=CC2)O[C@H](C(C)(F)F)CC)(F)F 3-[ethoxy(difluoro)methyl]-6-[6-[(1S)-1-ethyl-2,2-difluoro-propoxy]-3-pyridyl]-[1,2,4]triazolo[4,3-a]pyrazine